O1CCC(CC1)CNC(=O)[C@@H]1CC12CCN(CC2)C(=O)OC(C(F)(F)F)C(F)(F)F 1,1,1,3,3,3-hexafluoropropan-2-yl (R)-1-(((tetrahydro-2H-pyran-4-yl)methyl)carbamoyl)-6-azaspiro[2.5]octane-6-carboxylate